FC1(CCN(CC1)C(=O)C=1C=NC2=C(C=CC=C2C1)C1=CC=C2C(N(C3(C2=C1F)CC3)C)=O)F 6'-(3-(4,4-difluoropiperidine-1-carbonyl)quinolin-8-yl)-7'-fluoro-2'-methylspiro[cyclopropane-1,1'-Isoindoline]-3'-one